SC[Si](OCC)(C)C (Mercaptomethyl)dimethyl-ethoxysilan